F[C@@H]1[C@@H](CN(CC1)C1=NC=CC(=N1)NC=1N=CC2=C(C=CC(=C2C1)C(C)C)N1[C@@H]([C@H](C1)CS(=O)(=O)C)C)O (3R,4S)-4-fluoro-1-[4-({8-[(2R,3S)-3-(methanesulfonyl-methyl)-2-methylazetidin-1-yl]-5-(propan-2-yl)isoquinolin-3-yl}amino)pyrimidin-2-yl]piperidin-3-ol